3-(5-((4-benzylpiperidin-1-yl)methyl)-4H-1,2,4-triazol-3-yl)-1H-indol-5-amine C(C1=CC=CC=C1)C1CCN(CC1)CC=1NC(=NN1)C1=CNC2=CC=C(C=C12)N